N-(2-Ethyl-6-methylphenyl)-N'-(2-methyl-6-isopropylphenyl)thiourea C(C)C1=C(C(=CC=C1)C)NC(=S)NC1=C(C=CC=C1C(C)C)C